1,1-dimethyl-piperidinium chloride [Cl-].C[N+]1(CCCCC1)C